methoxyimidazo[1,5-a]pyrazine COC=1N=CN2C1C=NC=C2